3-Bromo-5H-pyrido[3,2-b]indole-7-carboxylic acid methyl ester COC(=O)C=1C=CC=2C3=C(NC2C1)C=C(C=N3)Br